C(N)(=O)CN1C(N(C2=C(C1=O)C(=C(S2)C(=O)OCC)C)C[C@H](OC(C)C)C2=CC=CC=C2)=O ethyl 3-(carbamoylmethyl)-5-methyl-2,4-dioxo-1-[(2R)-2-phenyl-2-(prop-2-yloxy) ethyl]-1H,2H,3H,4H-thieno[2,3-d]pyrimidine-6-carboxylate